9-(4-((1-(3,3-difluoropropyl)azetidin-3-yl)methyl)phenyl)-8-(2-methyl-3-(trifluoromethyl)phenyl)-6,7-dihydro-5H-benzo[7]annulene-3-carboxylic acid FC(CCN1CC(C1)CC1=CC=C(C=C1)C1=C(CCCC2=C1C=CC(=C2)C(=O)O)C2=C(C(=CC=C2)C(F)(F)F)C)F